4H-imidazo[4,5-b]Indole-7-carboxamidine N1=CN=C2NC3=CC=C(CC3=C21)C(=N)N